3-(3,5-Dibromo-4-hydroxybenzoyl)-2-ethyl-N,N-dimethyl-benzofuran-6-sulfonamide BrC=1C=C(C(=O)C2=C(OC3=C2C=CC(=C3)S(=O)(=O)N(C)C)CC)C=C(C1O)Br